1,4-Di(4'-methylphenylamino)anthraquinone CC1=CC=C(C=C1)NC1=CC=C(C=2C(C3=CC=CC=C3C(C12)=O)=O)NC1=CC=C(C=C1)C